N1=C(N=C(N=C1C1=CC=C(C(=O)O)C=C1)C1=CC=C(C(=O)O)C=C1)C1=CC=C(C(=O)O)C=C1 4,4',4''-[1,3,5]triazine-2,4,6-triyl-tribenzoic acid